FC1CN(CCC1=O)C(=O)OCC1=CC=CC=C1 benzyl 3-fluoro-4-oxopiperidine-1-carboxylate